CNC(=S)C1=CC=NC2=C(C=CC=C12)C(CNC1=NC=NC(=C1)C=1C=NC=2N(C1)C=CC2)C N-methyl-8-(1-((6-(pyrrolo[1,2-a]pyrimidin-3-yl)pyrimidin-4-yl)amino)propan-2-yl)quinoline-4-carbothioamide